2-(benzo[d][1,3]dioxol-5-yl)pyrrolidine O1COC2=C1C=CC(=C2)C2NCCC2